C(C)(C)(C)N1C(=NC2=C1C=C(C=C2)OC2=C(C=C(C=C2Cl)[N+](=O)[O-])Cl)OC 1-(tert-butyl)-6-(2,6-dichloro-4-nitrophenoxy)-2-methoxy-1H-benzo[d]imidazole